1-[4-(azetidin-3-yl)phenyl]-3-(methylsulfonylmethyl)azetidine ethyl-(2Z)-2-(ethoxymethylene)-4-methyl-3-oxo-pentanoate C(C)OC(\C(\C(C(C)C)=O)=C/OCC)=O.N1CC(C1)C1=CC=C(C=C1)N1CC(C1)CS(=O)(=O)C